C(C)(C)(C)C1=C(C=C(C(=C1)Cl)C)O 2-tert-butyl-4-chloro-5-methyl-phenol